hexahydro-azepino[3,2,1-hi]indole C1CN2C3=C(C=CC=C13)CCCC2